butadiene C=CC=C